OC1(CC(C1)C1=CC=C(C=C1)C1CN(C1)C(=O)OC(C)(C)C)C(F)(F)F tert-Butyl 3-[4-[3-hydroxy-3-(trifluoromethyl)cyclobutyl]phenyl]azetidine-1-carboxylate